OC1=C(C(=O)O)C=CC(=C1)[C@H](C)NC(=O)[C@@H]1N(CCOC1)CC=1C=C(C=C(C1)O)C1=C(C=C(C=C1)S(N)(=O)=O)C 2-hydroxy-4-((S)-1-((R)-4-((5-hydroxy-2'-methyl-4'-sulfamoyl-[1,1'-biphenyl]-3-yl)methyl)morpholine-3-carboxamido)ethyl)benzoic acid